tert-butyl 3-(6-(5-fluoropyridin-3-yl)-7-tosyl-7H-pyrrolo[2,3-d]pyrimidin-4-yl)-3,8-diazabicyclo[3.2.1]octane-8-carboxylate FC=1C=C(C=NC1)C1=CC2=C(N=CN=C2N2CC3CCC(C2)N3C(=O)OC(C)(C)C)N1S(=O)(=O)C1=CC=C(C)C=C1